C1(CCCC1)OC1=C(C=C(C=C1)S(=O)(=O)CC)C1=CN(C(C=2N1C=NC2)=O)C 5-(2-cyclopentyloxy-5-ethylsulfonylphenyl)-7-methylimidazo[1,5-a]pyrazin-8-one